montanyl linoleate C(CCCCCCC\C=C/C\C=C/CCCCC)(=O)OCCCCCCCCCCCCCCCCCCCCCCCCCCCC